tert-butyl 2-(dimethylphosphoryl)-7,8-dihydro-4H-pyrazolo[1,5-a][1,4]diazepine-5(6H)-carboxylate CP(=O)(C)C1=NN2C(CN(CCC2)C(=O)OC(C)(C)C)=C1